(6-(cyclopropylmethyl)-2-methyl-2,6-dihydropyrrolo[2,3-c]pyrazol-5-yl)methanol C1(CC1)CN1C(=CC=2C1=NN(C2)C)CO